OC1=C(C=C(C=C1)/C=C/C(=O)OCCN)OC 2-aminoethyl (E)-3-(4-hydroxy-3-methoxy-phenyl)prop-2-enoate